FC1=C(C=CC(=C1)C1=NOC(=N1)C(F)(F)F)CNS(=O)(=O)CC N-[[2-fluoro-4-[5-(trifluoromethyl)-1,2,4-oxadiazol-3-yl]phenyl]methyl]ethanesulfonamide